C(C)(=O)C1=C(C2=C(N=C(N=C2)NC=2C=C3CCN(CC3=CC2)CC2=CC=C(C=C2)CCl)N(C1=O)C1CCCC1)C 6-acetyl-2-[[2-[[4-(chloromethyl)phenyl]methyl]-3,4-dihydro-1H-isoquinolin-6-yl]amino]-8-cyclopentyl-5-methyl-pyrido[2,3-d]pyrimidin-7-one